CN1CCC(CC1)NC=1C=2C=C(N(C2C=CC1)CC(F)(F)F)C=1OC(=NN1)CNC1=CC=CC=C1 N-(1-methylpiperidin-4-yl)-2-{5-[(phenylamino)methyl]-1,3,4-oxadiazol-2-yl}-1-(2,2,2-trifluoroethyl)-1H-indol-4-amine